4-(4-(tert-butoxycarbonyl)-6-chloro-3,4-dihydro-2H-benzo[b][1,4]oxazin-8-yl)-6-methylnicotinic acid C(C)(C)(C)OC(=O)N1C2=C(OCC1)C(=CC(=C2)Cl)C2=CC(=NC=C2C(=O)O)C